N-(cis-4-n-Butylcyclohexyl)-3,5-bis-[cis-4-tert-butylcyclohexylcarbonylamino]-benzamid C(CCC)[C@H]1CC[C@H](CC1)NC(C1=CC(=CC(=C1)NC(=O)[C@@H]1CC[C@@H](CC1)C(C)(C)C)NC(=O)[C@@H]1CC[C@@H](CC1)C(C)(C)C)=O